3-((5-fluoro-4-(3-oxo-4-phenylpiperazin-1-yl)pyrimidin-2-yl)amino)benzenesulfonamide FC=1C(=NC(=NC1)NC=1C=C(C=CC1)S(=O)(=O)N)N1CC(N(CC1)C1=CC=CC=C1)=O